ClC1=C(CS(=O)(=O)C=2C=CC(=NC2)NC(\C(=C(\C=2C=NOC2C)/O)\C#N)=O)C=CC=C1 (Z)-N-(5-((2-chlorobenzyl)sulfonyl)pyridin-2-yl)-2-cyano-3-hydroxy-3-(5-methylisoxazol-4-yl)acrylamide